6-fluoro-N-({(3R,4S) or (3S,4R)-4-methyl-2-[2-methyl-5-(pyrimidin-2-yl)-1,3-thiazole-4-carbonyl]-2-azabicyclo[3.1.1]heptan-3-yl}methyl)-1,3-benzothiazol-2-amine FC1=CC2=C(N=C(S2)NC[C@@H]2N(C3CC([C@@H]2C)C3)C(=O)C=3N=C(SC3C3=NC=CC=N3)C)C=C1 |o1:10,15|